ClC=1C(=CC=2N(C1)C=CN2)F 6-chloro-7-fluoroimidazo[1,2-a]pyridine